benzyl (4-{4-[5-(trifluoromethoxy)pyridin-2-yl]-1H-pyrazol-1-yl}cyclohexyl)carbamate FC(OC=1C=CC(=NC1)C=1C=NN(C1)C1CCC(CC1)NC(OCC1=CC=CC=C1)=O)(F)F